CN(C)CC1CN(CCC1(O)C1=CC(=CC=C1)OC)S(=O)(=O)CCC1=CC=CC=C1 3-((dimethylamino)methyl)-4-(3-methoxyphenyl)-1-(phenethylsulfonyl)piperidin-4-ol